ClC1=C(C=C(OCC(=O)NC23CC(C2)(C3)NC(=O)C=3OC2=C(C(C3)=O)C=C(C(=C2)C)C)C=C1)F N-{3-[2-(4-chloro-3-fluorophenoxy)acetamido]bicyclo[1.1.1]pentan-1-yl}-6,7-dimethyl-4-oxo-4H-1-benzopyran-2-carboxamide